N1C(=NCC1)C=1C=C(C=CC1)NC(=O)NC1=CC(=CC=C1)C=1NCCN1 N,N'-di[3-(4,5-dihydro-1H-imidazol-2-yl)phenyl]urea